(Z)-eicosapentaenoic acid C(\C=C/C=CC=CC=CC=CCCCCCCCCC)(=O)O